3-methyl-1,8-naphthyridin-2(1H)-one CC=1C(NC2=NC=CC=C2C1)=O